2,4-Dimethyl-3-nitrobenzenethiol CC1=C(C=CC(=C1[N+](=O)[O-])C)S